FC(C1=C(C=CC(=C1)C(F)(F)F)CC(=O)N(CC=1OC(=NN1)C=1C(NC=CC1)=O)C1=CC=C(C=C1)F)(F)F 2-(2,4-Bis(trifluoromethyl)phenyl)-N-(4-fluorophenyl)-N-((5-(2-oxo-1,2-dihydropyridin-3-yl)-1,3,4-oxadiazol-2-yl)methyl)acetamide